O=C1N(C(C2=CC=CC=C12)=O)OC(C(CNC(=O)OC(C)(C)C)(C)C)=O 3-((tert-butoxycarbonyl)amino)-2,2-dimethylpropionic acid 1,3-dioxoisoindolin-2-yl ester